C(#N)C1=CC(=CC=2N=C(OC21)C=2C(=C(C=CC2)C2=C(C(=CC=C2)NC=2C1=C(N=C(N2)C)C=C(C=N1)CN1CC(CC1)O)C)C)CN1CC(CC1)C(=O)O 1-((7-cyano-2-(3'-(7-((3-hydroxypyrrolidin-1-yl)methyl)-2-methylpyrido[3,2-d]pyrimidin-4-ylamino)-2,2'-dimethylbiphenyl-3-yl)benzo[d]oxazol-5-yl)methyl)pyrrolidine-3-carboxylic acid